NC1=CC=C2C(=C(C(=CC2=C1)S(=O)(=O)O)N=NC1=CC=CC=2C3=CC=C(C=C3C(C12)=O)N)O 7-amino-4-hydroxy-3-((7-amino-9-fluorenonyl)diazenyl)naphthalene-2-sulfonic acid